FC=1C=2N(C=C(C1)NC(=O)C=1C=CC(=C3C=CN=NC13)N1CC3(CN(C3)C(=O)OC(C)(C)C)C1)C=C(N2)C tert-butyl 6-[8-([8-fluoro-2-methylimidazo[1,2-a]pyridin-6-yl] carbamoyl) cinnolin-5-yl]-2,6-diazaspiro[3.3]heptane-2-carboxylate